NC1=NC=C(C=N1)C1=CC=C(CN2C=CC3=CC(=CC=C23)N2N=C(C=C2C)C(=O)N)C=C1 1-(1-(4-(2-Aminopyrimidin-5-yl)benzyl)-1H-indol-5-yl)-5-methyl-1H-pyrazol-3-carboxamid